O1COC2=C1C=CC(=C2)S(=O)(=O)N2N=NC(=C2)CCN2CCC(CC2)=C(C2=CC=C(C=C2)F)C2=CC=C(C=C2)F 1-(2-(1-(Benzo[d][1,3]dioxol-5-ylsulfonyl)-1H-1,2,3-triazol-4-yl)ethyl)-4-(bis(4-fluorophenyl)methylene)piperidine